rac-4-amino-3-(2-chloro-3-fluoro-6-((2-(trimethylsilyl)ethoxy)methoxy)phenyl)butanoic acid ethyl ester C(C)OC(C[C@@H](CN)C1=C(C(=CC=C1OCOCC[Si](C)(C)C)F)Cl)=O |r|